(2s,4s)-8-(4-cyano-2-fluorophenyl)-N-cyclopropyl-N-methyl-6,9-dioxo-5-(4-(trifluoro-methyl)benzyl)-5,8-diazaspiro[3.5]nonane-2-carboxamide C(#N)C1=CC(=C(C=C1)N1CC(N(C2(CC(C2)C(=O)N(C)C2CC2)C1=O)CC1=CC=C(C=C1)C(F)(F)F)=O)F